ClC1=CC=CC2=C1N=C(O2)C2=CC1=C(N(N=N1)CC(C)C)C=C2 4-chloro-2-(1-isobutyl-1H-benzo[d][1,2,3]triazol-5-yl)benzo[d]oxazole